O=C1NC(CCC1N1C(C2=CC=CC(=C2C1=O)NCCCCCCCCNC(OC(C)(C)C)=O)=O)=O Tert-butyl N-[8-[[2-(2,6-dioxo-3-piperidyl)-1,3-dioxo-isoindolin-4-yl]amino]octyl]carbamate